C(C)(C)(C)OC([C@@H](CC1=CC(=CC(=C1)B1OC(C(O1)(C)C)(C)C)C)[C@@H]1CN(CC1)C(=O)OC(C)(C)C)=O tert-Butyl (3R)-3-[(1S)-2-tert-butoxy-1-[[3-methyl-5-(4,4,5,5-tetramethyl-1,3,2-dioxaborolan-2-yl)phenyl]methyl]-2-oxo-ethyl]pyrrolidine-1-carboxylate